tert-butoxycarbonyl-4-[tert-butyl(dimethyl)silyl]oxy-pyrrolidine-2-carboxylic acid C(C)(C)(C)OC(=O)N1C(CC(C1)O[Si](C)(C)C(C)(C)C)C(=O)O